(2-phenyl-1,2,3,4-tetrahydroquinoline-7-yl)methanol C1(=CC=CC=C1)C1NC2=CC(=CC=C2CC1)CO